3-((5-(hydroxymethyl)-2-methoxy-phenoxy)methyl)benzaldehyde OCC=1C=CC(=C(OCC=2C=C(C=O)C=CC2)C1)OC